5-(4-((4-(3-ethylureido)-1H-imidazol-1-yl)methyl)piperazin-1-yl)-6-fluoro-N-methylpicolinamide C(C)NC(NC=1N=CN(C1)CN1CCN(CC1)C=1C=CC(=NC1F)C(=O)NC)=O